C(C)(CC)OC(C1=CC=CC=C1)=O benzoic acid sec-butyl ester